2-[(3-chloro-5-methoxy-pyridine-4-carbonyl)amino]-4-[3-[2-(5,6,7,8-tetrahydro-1,8-naphthyridin-2-yl)ethyl]cyclobutoxy]butanoic acid ClC=1C=NC=C(C1C(=O)NC(C(=O)O)CCOC1CC(C1)CCC1=NC=2NCCCC2C=C1)OC